C(C1CO1)OC1=CC=C(C=C1)C1=CC=C(C=C1)OCC1CO1 4,4'-bis(2,3-epoxypropoxy)-biphenyl